FC1=C(C=CC(=C1)OC)C(COCC(C)(C)NC(O)=O)=O.C(C)(C)(C)C1C(N(C(CO1)C1=C(C=C(C=C1)OC)F)C(=O)NCCCCC)(C)C tert-butyl-5-(2-fluoro-4-methoxyphenyl)-3,3-dimethyl-N-pentylmorpholine-4-carboxamide N-[2-[2-(2-fluoro-4-methoxyphenyl)-2-oxoethoxy]-1,1-dimethylethyl]carbamate